Aluminum tris(8-hydroxyquinolate) OC=1C=CC=C2C=CC(=NC12)C(=O)[O-].OC=1C=CC=C2C=CC(=NC12)C(=O)[O-].OC=1C=CC=C2C=CC(=NC12)C(=O)[O-].[Al+3]